C(C)(=O)N1CC(C2(CC1)CCN(CC2)C2=NC=C(N=C2)SC2=C(C(=NC=C2)N2CCOCC2)Cl)NC(OC(C)(C)C)=O tert-butyl (3-acetyl-9-(5-((3-chloro-2-morpholinylpyridin-4-yl)thio)pyrazin-2-yl)-3,9-diazaspiro[5.5]undec-1-yl)carbamate